2-[4-[6-[5-(5-fluoro-6-methyl-2-pyridyl)-1H-imidazol-4-yl]-3-quinolyl]pyrazol-1-yl]-N-methyl-ethanamine FC=1C=CC(=NC1C)C1=C(N=CN1)C=1C=C2C=C(C=NC2=CC1)C=1C=NN(C1)CCNC